8-chloro-4-(neopentylamino)quinoline-3-carbonitrile hydrochloride Cl.ClC=1C=CC=C2C(=C(C=NC12)C#N)NCC(C)(C)C